6-(bromomethyl)-2,2-dimethyl-1,3-dioxin-4-one BrCC1=CC(OC(O1)(C)C)=O